ClC1=C(C(=CC=C1)C)NC(=O)N1C2CN(CC1CC2)CC2=C(N=C1N2C=CC=C1)C1=CC=C(C=C1)Cl N-(2-chloro-6-methylphenyl)-3-{[2-(4-chlorophenyl)imidazo[1,2-a]Pyridin-3-yl]Methyl}-3,8-diazabicyclo[3.2.1]Octane-8-carboxamide